C(C1=CC=CC=C1)N1CCC(CC1)(C1=C(C=C(C=C1)F)F)NS(=O)(=O)C1=CC=C(C=C1)OC(F)(F)F N-[1-benzyl-4-(2,4-difluorophenyl)-4-piperidyl]-4-(trifluoromethoxy)benzenesulfonamide